C1=CC=C(C(=C1)C2=CC=CC=C2C(=O)O)C(=O)O biphenic acid